6-benzyloxy-17-nitro-12,12-bis(trideuteriomethyl)-6,15-bis(trifluoromethyl)-19-oxa-3,4,13,18-tetrazatricyclo[12.3.1.12,5]nonadeca-1(18),2,4,9,14,16-hexaene C(C1=CC=CC=C1)OC1(C2=NN=C(C=3C(=CC(=C(NC(CC=CCC1)(C([2H])([2H])[2H])C([2H])([2H])[2H])N3)C(F)(F)F)[N+](=O)[O-])O2)C(F)(F)F